ClC1=NC=C(C(=C1)C1=C(C=NC(=C1)C)C(=O)NC=1SC(=NN1)[C@H]1[C@H](C1)C(F)F)OC 2'-chloro-N-(5-((1R,2S)-2-(difluoromethyl)cyclopropyl)-1,3,4-thiadiazol-2-yl)-5'-methoxy-6-methyl-(4,4'-bipyridine)-3-carboxamide